BrC1=CC=C(CN2C(=CC=C2)C)C=C1 1-(4-Bromobenzyl)-2-methyl-1H-pyrrole